1-(6-Fluoro-4-phenyl-3,4-dihydroquinoxalin-1(2H)-yl)-2-(piperidin-1-yl)propan-1-one FC=1C=C2N(CCN(C2=CC1)C(C(C)N1CCCCC1)=O)C1=CC=CC=C1